hexamethylenediamine terephthalate salt C(C1=CC=C(C(=O)O)C=C1)(=O)O.NCCCCCCN